methyl-6-oxo-1,6-dihydropyridin CN1C=CC=CC1=O